ethyl (4-{2-[(4-chloro-2-fluorobenzyl)oxy]pyridin-3-yl}piperidin-1-yl)acetate ClC1=CC(=C(COC2=NC=CC=C2C2CCN(CC2)CC(=O)OCC)C=C1)F